dihydropyrimidine-5-carboxamide N1CN=CC(=C1)C(=O)N